2-methylpropenyl-propanone CC(=CCC(C)=O)C